2-(4-cyclopropyl-2-fluorophenylamino)-3,4-difluoro-5-[[3-fluoro-2-(methylsulfamoylamino)pyridin-4-yl]methyl]benzamide C1(CC1)C1=CC(=C(C=C1)NC1=C(C(=O)N)C=C(C(=C1F)F)CC1=C(C(=NC=C1)NS(NC)(=O)=O)F)F